C(C)NC(NC=1SC(=CN1)CN1CCN(CC1)C=1C=CC(=NC1C)C(=O)NC)=O 5-(4-((2-(3-ethylureido)thiazol-5-yl)methyl)piperazin-1-yl)-N,6-dimethylpicolinamide